CC1=CC=2C=CC=CC2C2=C1OC1=C2C2=CC=CC=C2C=C1C 6,8-dimethyldinaphtho[2,1-b:1',2'-d]furan